4-(N-phenylcarbazolyl)quinazolin-2-yl-dibenzo[c,g]carbazole C1(=CC=CC=C1)N1C2=CC=CC=C2C=2C=CC=C(C12)C1=NC(=NC2=CC=CC=C12)C1=CC=CC=2C=CC=3NC=4C=CC5=C(C4C3C21)C=CC=C5